ClC1=CC2=C(OC(CO2)C(=O)O)C=C1Cl 6,7-dichloro-2,3-dihydro-1,4-benzodioxine-2-carboxylic acid